The molecule is an azobenzene in which the phenyl rings are 4-nitro- and 2,4-dihydroxy-substituted respectively. It is a member of resorcinols, a C-nitro compound and a member of azobenzenes. C1=CC(=CC=C1N=NC2=C(C=C(C=C2)O)O)[N+](=O)[O-]